CC(CC1C(CC)O1)C(=O)OC1(CC2C(CC1)O2)C 3,4-epoxy-1-methylcyclohexyl 3,4-Epoxy-1-methylhexanecarboxylate